N-(5-amino-2-methylpyridin-3-yl)-2-(2-hydroxypyridin-3-yl)pyrazolo[5,1-b]thiazole-7-carboxamide NC=1C=C(C(=NC1)C)NC(=O)C=1C=NN2C1SC(=C2)C=2C(=NC=CC2)O